1-(2-ethoxy-2-oxoethyl)-2-methyl-1H-pyrrole-3-carboxylate C(C)OC(CN1C(=C(C=C1)C(=O)[O-])C)=O